NC1=CC(=C(OCC#N)C=C1F)F 2-(4-amino-2,5-difluorophenoxy)acetonitrile